NCC(=O)NC=1SC=C(N1)C=1C=C(C=CC1)C1=CC(=NC=C1)N(CC(=O)OCCCC)C butyl 2-[[4-[3-[2-[(2-aminoacetyl)amino]thiazol-4-yl]phenyl]-2-pyridyl]-methyl-amino]acetate